3-(4-((5-(1-(Difluoromethyl)-1H-pyrazol-3-yl)-4-(((1s,4s)-4-hydroxy-4-methylcyclohexyl)amino)pyridin-2-yl)amino)pyrimidin-2-yl)-N,N-dimethyl-1H-pyrrole-1-sulfonamide FC(N1N=C(C=C1)C=1C(=CC(=NC1)NC1=NC(=NC=C1)C1=CN(C=C1)S(=O)(=O)N(C)C)NC1CCC(CC1)(C)O)F